[OH-].[OH-].C(CCC[N+]1=C(C=C(C=C1C)C)C)[N+]1=C(C=C(C=C1C)C)C 1,1'-(butane-1,4-diyl)bis(2,4,6-trimethylpyridin-1-ium) dihydroxide